4-(pyrrolidin-3-yl)benzonitrile hydrochloride Cl.N1CC(CC1)C1=CC=C(C#N)C=C1